1-(2-(Methyl-(2,2,6,6-tetramethylpiperidin-4-yl)amino)-5H-isochromeno[3,4-d]thiazol-7-yl)-1H-pyrazole-4-carbonitrile CN(C=1SC2=C(N1)OCC=1C=C(C=CC12)N1N=CC(=C1)C#N)C1CC(NC(C1)(C)C)(C)C